N-(5-(3-(4-(1H-indol-4-yl)piperazin-1-yl)propoxy)pyridin-2-yl)acetamide hydrochloride Cl.N1C=CC2=C(C=CC=C12)N1CCN(CC1)CCCOC=1C=CC(=NC1)NC(C)=O